(6aR,9R)-N,N-diethyl-7-methyl-4-propanoyl-6,6a,8,9-tetrahydroindolo[4,3-fg]quinoline-9-carboxamide C(C)N(C(=O)[C@H]1CN([C@@H]2CC=3C4=C(C2=C1)C=CC=C4N(C3)C(CC)=O)C)CC